BrC=1C=C(C(=NC1)[N+](=O)[O-])OC(C)(C)C1=C(C=CC(=C1)F)C1=NN(C=C1CC=1C=NN(C1)CC1CC1)C(C)C 5-Bromo-3-((2-(2-(4-((1-(cyclopropylmethyl)-1H-pyrazol-4-yl)methyl)-1-isopropyl-1H-Pyrazol-3-yl)-5-fluorophenyl)propan-2-yl)oxy)-2-nitropyridine